C(C)(C)C1=C(C=CC=C1)[C@@H]1COCCN1C1CC2(C1)CCN(CC2)C(=O)OC(C)(C)C tert-butyl (R)-2-(3-(2-isopropylphenyl)morpholino)-7-azaspiro[3.5]nonane-7-carboxylate